C(C1=CC=CC=C1)C1(CN(CC1)S(=O)(=O)C1=NN(N=C1)C)C=1C=C2C=NN(C2=CC1C)C1=NN(C=C1)C 5-(3-benzyl-1-((2-methyl-2H-1,2,3-triazol-4-yl)sulfonyl)pyrrolidin-3-yl)-6-methyl-1-(1-methyl-1H-pyrazol-3-yl)-1H-indazole